tetrahydroindene lithium salt [Li].C1CCC2CC=CC=C12